1-Cyclopropyl-N-((1,2,3,5,6,7-hexahydro-s-indacen-4-yl)carbamoyl)-1H-pyrazole-3-sulfonamide C1(CC1)N1N=C(C=C1)S(=O)(=O)NC(NC1=C2CCCC2=CC=2CCCC12)=O